water copper sulfate S(=O)(=O)([O-])[O-].[Cu+2].O